1-methyl-3-(naphthalen-1-ylmethyl)-1H-pyrazolo[3,4-d]pyrimidin-4-amine CN1N=C(C=2C1=NC=NC2N)CC2=CC=CC1=CC=CC=C21